4-(2-(2-aminopyridin-3-yl)-6-bromo-1H-benzo[d]imidazol-1-yl)benzyl acetate C(C)(=O)OCC1=CC=C(C=C1)N1C(=NC2=C1C=C(C=C2)Br)C=2C(=NC=CC2)N